ethyl-2-ethyl-3,3-dimethyl-butyrate C(C)OC(C(C(C)(C)C)CC)=O